C(C)N(CCC1=CNC2=CC=CC(=C12)OC(CCC(=O)O)=O)CC 4-((3-(2-(diethylamino)ethyl)-1H-indol-4-yl)oxy)-4-oxobutanoic acid